dimethylsilyl-(4-(4-(tert-butyl)phenyl)-2-isopropyl-1H-inden-1-yl)(4-(4-(tert-butyl)phenyl)-2-methyl-1H-inden-1-yl)zirconium C[SiH](C)[Zr](C1C(=CC2=C(C=CC=C12)C1=CC=C(C=C1)C(C)(C)C)C)C1C(=CC2=C(C=CC=C12)C1=CC=C(C=C1)C(C)(C)C)C(C)C